Cl.FC=1C=NN(C1)C1=CC=C(C=N1)[C@H](C)N (S)-1-(6-(4-fluoro-1H-pyrazol-1-yl)pyridin-3-yl)ethanamine hydrochloride